2-(3-Chloro-5-nitrophenoxy)-5-(trifluoromethyl)pyridine ClC=1C=C(OC2=NC=C(C=C2)C(F)(F)F)C=C(C1)[N+](=O)[O-]